1-tridecanoyl-2-heneicosanoyl-sn-glycero-3-phosphocholine C(CCCCCCCCCCCC)(=O)OC[C@@H](OC(CCCCCCCCCCCCCCCCCCCC)=O)COP(=O)([O-])OCC[N+](C)(C)C